4-isopropylsulfonyl-benzeneboronic acid C(C)(C)S(=O)(=O)C1=CC=C(C=C1)B(O)O